lysine lithium salt [Li+].N[C@@H](CCCCN)C(=O)[O-]